Cl.FC1(CCN(CC1)C(=O)C1=NC(=NC(=C1)CCCN[C@H]1[C@@H](C1)C1=CC=C(C=C1)F)C1=CC=C(C#N)C=C1)F 4-(4-(4,4-Difluoropiperidine-1-carbonyl)-6-(3-(((1R,2S)-2-(4-fluorophenyl)cyclopropyl)amino)propyl)pyrimidin-2-yl)benzonitrile hydrochloride